4-(4-((3,9-diazaspiro[5.5]undecan-3-yl)methyl)-3,5-dimethoxyphenyl)-2-methyl-2,7-naphthyridin-1(2H)-one C1CN(CCC12CCNCC2)CC2=C(C=C(C=C2OC)C2=CN(C(C1=CN=CC=C21)=O)C)OC